FC=1N=CN(C1)C=1C=C(C=C(C1)C(F)(F)F)C1=C(C(=O)N)C=CC(=C1C#CC1=CN=C2N1N=CC=C2)C (3-(4-fluoro-1H-imidazol-1-yl)-5-(trifluoromethyl)phenyl)-3-(imidazo[1,2-b]pyridazin-3-ylethynyl)-4-methylbenzamide